2-amino-4'-fluoro-benzophenone NC1=C(C(=O)C2=CC=C(C=C2)F)C=CC=C1